OCCCCCCOC=1C=C2C=CC(=CC2=CC1)C#CC=1C=CC(=C(C(=O)OCCC)C1)OCCCCCCOC1=CC=C(C=C1)C#CC1=CC2=CC=C(C=C2C=C1)OCCCCCCO propyl 5-[2-[6-(6-hydroxyhexoxy)-2-naphthyl]ethynyl]-2-[6-[4-[2-[6-(6-hydroxyhexoxy)-2-naphthyl]ethynyl]phenoxy]hexoxy]benzoate